4-(2-oxiranylmethoxy)benzonitrile O1C(C1)COC1=CC=C(C#N)C=C1